NCC(CC)N(C=1C=C2N(CCC3=CC(=C(C=C23)OC)OC)C(N1)=O)C1=C(C=C(C=C1C)C)C 2-[(1-aminobutan-2-yl)(2,4,6-trimethylphenyl)amino]-9,10-dimethoxy-6H,7H-pyrimido[4,3-a]isoquinolin-4-one